COCCNC(O[C@H]1CN([C@@H](C1)COC=1N=C(C2=C(N1)C(=C(N=C2)C2=CC=CC1=CC=CC(=C21)Cl)F)N2C[C@H]1CC[C@@H](C2)N1)C)=O (3R,5S)-5-(((4-((1R,5S)-3,8-diazabicyclo[3.2.1]octan-3-yl)-7-(8-chloronaphthalen-1-yl)-8-fluoropyrido[4,3-d]pyrimidin-2-yl)oxy)methyl)-1-methylpyrrolidin-3-yl (2-methoxyethyl)carbamate